ClS(=O)(=O)N1C[C@@H](CC1)NC(OC(C)(C)C)=O tert-butyl (R)-(1-(chlorosulfonyl)pyrrolidin-3-yl)carbamate